(1S,2aS,2bR,4aR,6R,8aS,8bR,10aS)-1-(methoxymethyl)-6,10a-dimethylhexadecahydrocyclobuta[a]phenanthren-6-ol COC[C@H]1C[C@@H]2[C@@]1(CC[C@@H]1[C@H]3CC[C@](C[C@H]3CC[C@@H]21)(O)C)C